1-(3-((7-methoxy-4-(naphthalen-1-ylamino)quinazolin-6-yl)oxy)-8-azabicyclo[3.2.1]octan-8-yl)prop-2-en-1-one COC1=C(C=C2C(=NC=NC2=C1)NC1=CC=CC2=CC=CC=C12)OC1CC2CCC(C1)N2C(C=C)=O